NC=1C=2N(C=CN1)C(=NC2C2=CC=C(C=C2)CNC(C2=C(C=CC(=C2)F)OC)=O)C21CCC(CC2)(C1)NC(OCC1=CC=CC=C1)=O benzyl (4-(8-amino-1-(4-((5-fluoro-2-methoxybenzamido)methyl)phenyl)imidazo[1,5-a]pyrazin-3-yl)bicyclo[2.2.1]heptan-1-yl)carbamate